niobium-chromium cobalt [Co].[Cr].[Nb]